(2S)-2-((1R,3aS,7aR,E)-4-(bromomethylene)-7a-methyl-octahydro-1H-inden-1-yl)propan-1-ol Br\C=C/1\[C@H]2CC[C@@H]([C@]2(CCC1)C)[C@@H](CO)C